2-propyl-nonanoic acid C(CC)C(C(=O)O)CCCCCCC